2-((2-hydroxyethyl)amino)-4-(3-(2-oxooxazolidin-3-yl)phenyl)-5,7-dihydro-6H-pyrrolo[3,4-d]pyrimidine-6-carbonitrile OCCNC=1N=C(C2=C(N1)CN(C2)C#N)C2=CC(=CC=C2)N2C(OCC2)=O